CN(C(CN1[C@](COC2=C(C1=O)OC1=C2C=CC(=C1)B1OC(C(O1)(C)C)(C)C)(C(=O)N[C@@H](C)C1=CC=CC=C1)C)=O)C (R)-4-(2-(dimethylamino)-2-oxoethyl)-3-methyl-5-oxo-N-((S)-1-phenylethyl)-8-(4,4,5,5-tetramethyl-1,3,2-dioxaborolan-2-yl)-2,3,4,5-tetrahydrobenzofuro[2,3-f][1,4]oxazepine-3-carboxamide